1-[3-(2,2-difluoroethoxy)phenyl]-3,3-dimethyl-N-[(3S)-3-methyl-1,1-dioxo-thiolan-3-yl]-2-oxo-indoline-5-carboxamide FC(COC=1C=C(C=CC1)N1C(C(C2=CC(=CC=C12)C(=O)N[C@@]1(CS(CC1)(=O)=O)C)(C)C)=O)F